[C].C#CCC butyne carbon